O=C1C=CN(C2=CC=CC=C12)N(N=CC1=CC=C(C=C1)F)C(C)=O (4-oxo-4H-quinolin-1-yl)-acetyl-(4-fluorobenzylidene)hydrazine